2-(5-chloro-1H-indol-3-yl)ethan-1-aminium ClC=1C=C2C(=CNC2=CC1)CC[NH3+]